NC[C@H]1C=2C=CC(=CC2CCC1)N(C1=CC=CC=C1)C (5R)-5-(aminomethyl)-N-methyl-N-phenyl-5,6,7,8-tetrahydronaphthalen-2-amine